bis(4-[4-aminophenoxy] phenyl) sulfone NC1=CC=C(OC2=CC=C(C=C2)S(=O)(=O)C2=CC=C(C=C2)OC2=CC=C(C=C2)N)C=C1